5-((1-(2-Methoxy-4-((3aR,6aR)-1-methylhexahydropyrrolo[3,4-b]pyrrol-5(1H)-yl)phenyl)-1H-imidazol-4-yl)amino)pyrazine-2-carbonitrile COC1=C(C=CC(=C1)N1C[C@@H]2N(CC[C@@H]2C1)C)N1C=NC(=C1)NC=1N=CC(=NC1)C#N